(N-(4-Amino-5-benzoylthiazol-2-yl)-3-chloro-4-methoxyanilino)propanamid NC=1N=C(SC1C(C1=CC=CC=C1)=O)N(C1=CC(=C(C=C1)OC)Cl)C(C(=O)N)C